FC1=C(C(=O)N)C=CC(=C1)C(F)(F)F 2-fluoro-4-(trifluoromethyl)benzamide